methyl 3-([2,5'-bipyrimidine]-2'-ylamino)benzoate N1=C(N=CC=C1)C=1C=NC(=NC1)NC=1C=C(C(=O)OC)C=CC1